Cl.ClC=1C(=NC=CN1)C(C)N 1-(3-chloropyrazin-2-yl)ethan-1-amine hydrochloride